2-(2,6-Dioxopiperidin-3-yl)-5-(((S)-1-(quinolin-3-ylmethyl)pyrrolidin-3-yl)-oxy)isoindoline-1,3-dione O=C1NC(CCC1N1C(C2=CC=C(C=C2C1=O)O[C@@H]1CN(CC1)CC=1C=NC2=CC=CC=C2C1)=O)=O